P(=O)(=O)NP(O)(O)=O phosphoric acid, phosphoamide